2-(difluoromethyl)-N4-(4-isopropoxy-5-(1-isopropyl-1H-pyrazol-4-yl)pyridin-2-yl)pyrimidine-4,6-diamine FC(C1=NC(=CC(=N1)NC1=NC=C(C(=C1)OC(C)C)C=1C=NN(C1)C(C)C)N)F